Cl.CS(=O)(=O)C=1C=C(CN)C=CC1 3-(methylsulfonyl)benzylamine hydrochloride